OC1=C(C(=CC=C1OC)\C=C\C(=O)C1=CC=C(C=C1OC)OC)S(=O)(=O)N hydroxy-4,4',6'-trimethoxychalconesulfonamide